Cl.C1(=CC=CC=C1)S(=O)(=O)N[C@H](CC(C)C)C(=O)N1[C@@H](CCC1)C(=O)[N-]CC1=CC=C(C=C1)C(N)=N N-benzenesulfonyl-D-leucyl-L-prolyl-[(4-amidinophenyl)methyl]amide hydrochloride